C(C)NC1=C(C(=C(C(=C1)F)C#C[Si](C)(C)C)F)[N+](=O)[O-] n-ethyl-3,5-difluoro-2-nitro-4-((trimethylsilyl)ethynyl)aniline